CC(C)(C)[S@@](=O)N[C@H](C(F)(F)F)CCS(=O)(=O)C (R)-2-methyl-N-((S)-1,1,1-trifluoro-4-(methylsulfonyl)butan-2-yl)propane-2-sulfinamide